FC(C=1C=C(C=CC1)OB(O)O)F (3-(difluoromethyl)phenyl)boric acid